(E)-3-([1,1'-biphenyl]-3-yl)-N-carbamimidoyl-acrylamide C1(=CC(=CC=C1)/C=C/C(=O)NC(N)=N)C1=CC=CC=C1